acryloyloxyeicosanyl phosphate P(=O)(OCCCCCCCCCCCCCCCCCCCCOC(C=C)=O)([O-])[O-]